4-(3-Methoxy-4-{[5-methyl-2-(trifluoromethyl)phenyl]methoxy}phenyl)-2H,4H,5H,6H,7H-pyrazolo[3,4-b]pyridin-6-one COC=1C=C(C=CC1OCC1=C(C=CC(=C1)C)C(F)(F)F)C1C=2C(NC(C1)=O)=NNC2